3-((3-((1s,3s)-3-(4-chlorophenyl)-3-hydroxycyclobutyl)-1,2,4-oxadiazol-5-yl)methyl)pyrido[2,3-d]pyrimidin-4(3H)-one ClC1=CC=C(C=C1)C1(CC(C1)C1=NOC(=N1)CN1C=NC2=C(C1=O)C=CC=N2)O